C(C)OP(O)(=O)C(C1=C(C=C(C=C1C)C)C)=O 2,4,6-trimethyl-benzoyl-phosphonic acid ethyl ester